7-chloro-8-methyl-1-phenylquinazoline-2,4(1H,3H)-dione ClC1=CC=C2C(NC(N(C2=C1C)C1=CC=CC=C1)=O)=O